O1C(CCC1)[C@H]1[C@@H](C1)NC(N)=O |r| 3-[rac-(1r,2r)-2-(oxolan-2-yl)cyclopropyl]urea